tert-pentyl propionate C(CC)(=O)OC(C)(C)CC